C1(CC1)C1=NC=CC=C1B(O)O (2-cyclopropylpyridin-3-yl)boronic acid